4,6-di-tert-butyl-o-ethylphenol C(C)(C)(C)C1=CC(=C(C(=C1)C(C)(C)C)O)CC